(3S)-3-[5-(3-{[3-(4-amino-3-fluorobenzenesulfonyl)phenyl]methyl}cyclobutyl)-3-methyl-2-oxo-1,3-benzodiazol-1-yl]-1-{[2-(trimethylsilyl)ethoxy]methyl}piperidine-2,6-dione NC1=C(C=C(C=C1)S(=O)(=O)C=1C=C(C=CC1)CC1CC(C1)C1=CC2=C(N(C(N2C)=O)[C@@H]2C(N(C(CC2)=O)COCC[Si](C)(C)C)=O)C=C1)F